3-[(3,4-dimethylphenyl)sulfanyl]-N-hydroxypyridazine-4-carboximidamide CC=1C=C(C=CC1C)SC=1N=NC=CC1C(NO)=N